COC1=CC=C(C=N1)C(CC)N[C@@H]([C@H]1CNC2=C(N1)N=CC=C2)C2=CC=CC=C2 (6-methoxy-3-pyridyl)-N-[(R)-phenyl-[(3R)-1,2,3,4-tetrahydropyrido[2,3-b]pyrazin-3-yl]methyl]propan-1-amine